1-iodo-2-((1r,4r)-4-methoxycyclohexyl)-3-methylbenzen IC1=C(C(=CC=C1)C)C1CCC(CC1)OC